BrC=1C=C(C=CC1F)C1(CC1)NCCC(=O)N1CC2CCC(C1)N2C2=NC=C(C#N)C=C2 6-(3-(3-((1-(3-bromo-4-fluorophenyl)cyclopropyl)amino)propanoyl)-3,8-diazabicyclo[3.2.1]octan-8-yl)nicotinonitrile